Triaminononan NC(CCCCCCCC)(N)N